3-methyl-1-((1R,2S)-1-methyl-5-(pyridin-2-yl)-2,3-dihydro-1H-indene-2-carbonyl)indoline-6-sulfonamide CC1CN(C2=CC(=CC=C12)S(=O)(=O)N)C(=O)[C@@H]1[C@H](C2=CC=C(C=C2C1)C1=NC=CC=C1)C